dihydroxy-4-oxobutanoic acid OC(C(=O)O)(CC=O)O